(+/-)-N-[(3R,4S)-3-fluoro-1-methylpiperidin-4-yl]-2-(5-{[(4-methanesulfonyl-2-methoxyphenyl)amino]methyl}thiophen-2-yl)-1-(2,2,2-trifluoroethyl)-1H-indol-4-amine F[C@@H]1CN(CC[C@@H]1NC=1C=2C=C(N(C2C=CC1)CC(F)(F)F)C=1SC(=CC1)CNC1=C(C=C(C=C1)S(=O)(=O)C)OC)C |r|